(S)-2-(1-((tert-butoxycarbonyl) amino) ethyl)-6-fluorobenzyl methanesulfonate CS(=O)(=O)OCC1=C(C=CC=C1F)[C@H](C)NC(=O)OC(C)(C)C